(3S,5R)-5-methylpyrrolidin-3-ol hydrochloride Cl.C[C@@H]1C[C@@H](CN1)O